ClC1=C(OC2CC3C(CN(C3)C(=O)N3N=C(C=C3)C(=O)N)C2)C=CC=C1OCC(C)(C)O 1-(trans-5-(2-chloro-3-(2-hydroxy-2-methylpropoxy)phenoxy)octahydro-cyclopenta[c]pyrrole-2-carbonyl)-1H-pyrazole-3-carboxamide